The molecule is an O-glycosyl amino acid that is L-lysine in which one of the methylene hydrogens at position 5 has been replaced by an (alpha-D-glucopyranosyl-(1->2)-beta-D-galactopyranosyl)oxy group. It has a role as a marine metabolite. It is an O-glycosyl amino acid, a L-lysine derivative and a glycosylgalactose derivative. It derives from an alpha-D-Glcp-(1->2)-beta-D-Galp. C(CC(CN)O[C@H]1[C@@H]([C@H]([C@H]([C@H](O1)CO)O)O)O[C@@H]2[C@@H]([C@H]([C@@H]([C@H](O2)CO)O)O)O)[C@@H](C(=O)O)N